BrC1=C(C=NN1CC)C(O)C1=C(N=CN1C)I (5-bromo-1-ethyl-1H-pyrazol-4-yl)(4-iodo-1-methyl-1H-imidazol-5-yl)methanol